C(C)(C)(C)C=1C=C(C=CC1)NC(=O)C=1NC2=CC=C(C=C2C1)SCC(=O)O 2-((2-((3-(tert-Butyl)phenyl)carbamoyl)-1H-indol-5-yl)thio)acetic acid